methyl (E)-pent-3-enoate C(C\C=C\C)(=O)OC